ClC=1C(=C(C=CC1)[C@@H](NC(=O)N1[C@@H](C(NCC1)=O)C)[C@@H]1C[C@H](C1)C(F)(F)F)F |o1:7| (2R)-N-((S or R)-(3-chloro-2-fluorophenyl)-(trans-3-(trifluoro-methyl)cyclobutyl)meth-yl)-2-methyl-3-oxo-piperazine-1-carboxamide